C(C)(=O)N1C2(CC(C1)C2)CN2C(=NC1=C2C=C(C=C1)C(=O)O)CC1=C(C=C(C(=C1)F)C1=NC(=CC=C1)OCC1=C(C=C(C=C1)C#N)F)F 1-((2-acetyl-2-azabicyclo[2.1.1]hexan-1-yl)methyl)-2-(4-(6-((4-cyano-2-fluorobenzyl)oxy)pyridin-2-yl)-2,5-difluorobenzyl)-benzo[d]imidazole-6-carboxylic acid